4-fluoro-2-(hydroxymethyl)pyrrolidine-1-carboxylate FC1CC(N(C1)C(=O)[O-])CO